4-[4-(2-benzyloxy-1,1-difluoro-ethyl)-1-piperidinyl]indoline-1-carboxylic acid tert-butyl ester C(C)(C)(C)OC(=O)N1CCC2=C(C=CC=C12)N1CCC(CC1)C(COCC1=CC=CC=C1)(F)F